N1(CCCC1)C1=NC=C(C=N1)CC1=NNC=C1C(=O)N {[2-(pyrrolidin-1-yl)pyrimidin-5-yl]methyl}pyrazole-4-carboxamide